BrC=1C=C(C=C2C(=C(C(=NC12)N1CCOCC1)CC)C#N)C 8-bromo-3-ethyl-6-methyl-2-morpholino-quinoline-4-carbonitrile